C(#N)C(C)(C)S(=O)(=O)C[C@@](C)(C1=CC2=C(SC3=C2C=C(C=C3)C#CC)C=C1)N[S@](=O)C(C)(C)C (R)-N-((R)-1-((2-cyanopropan-2-yl)sulfonyl)-2-(8-(prop-1-yn-1-yl)dibenzo[b,d]thiophen-2-yl)propan-2-yl)-2-methylpropane-2-sulfinamide